OCC1(CC1)N1C(C2C3(C=CC(C2C1=O)(O3)C)C)=O exo-2-[1-(hydroxymethyl)cyclopropyl]-4,7-dimethyl-3a,7a-dihydro-4,7-epoxyisoindole-1,3-dione